5-((tert-butoxycarbonyl)amino)-4-methylthiazole-2-carboxylic acid ethyl ester C(C)OC(=O)C=1SC(=C(N1)C)NC(=O)OC(C)(C)C